piperonyl glycolate C(CO)(=O)OCC1=CC=2OCOC2C=C1